N1=C(N=CC=C1)CCC=O 3-(PYRIMIDIN-2-YL)PROPANAL